N,N-dimethyl-2-(6-methylpyrido[3,2-b]carbazol-9-yl)oxy-ethanamine CN(CCOC1=CC=2C=3C=C4C(=CC3N(C2C=C1)C)C=CC=N4)C